C(C1=CC=CC=C1)OC(=O)N1S(OC[C@H]1C(F)(F)F)=O (4S)-4-(trifluoromethyl)-1,2,3-oxathiazolidine-3-carboxylic acid benzyl ester 2-oxide